(±)-(1R,2S,3S,5S)-tert-butyl 2-fluoro-3-((6-(4-formyl-2-methoxyphenyl) pyridazin-3-yl)(methyl)amino)-8-azabicyclo[3.2.1]octane-8-carboxylate F[C@@H]1[C@H]2CC[C@@H](C[C@@H]1N(C)C=1N=NC(=CC1)C1=C(C=C(C=C1)C=O)OC)N2C(=O)OC(C)(C)C |r|